(R)-1-(4-(2,3-dimethylphenyl)piperazin-1-yl)-2-(3-(2-(hydroxymethyl)morpholine-4-carbonyl)-4,5,6,7-tetrahydro-1H-indazol-1-yl)ethanone CC1=C(C=CC=C1C)N1CCN(CC1)C(CN1N=C(C=2CCCCC12)C(=O)N1C[C@@H](OCC1)CO)=O